2-methoxy-5-(1-(1-methyl-1H-1,2,4-triazol-3-yl)cyclopropyl)benzenesulfonamide COC1=C(C=C(C=C1)C1(CC1)C1=NN(C=N1)C)S(=O)(=O)N